IC1=CC=C(C=C1)C1=C(C(=O)OCC)C(=CC(=N1)C1=CC=CC=C1)C1=CC=CC=C1 ethyl 2-(4-iodophenyl)-4,6-diphenylnicotinate